ClC=1N=C(C2=C(N1)CS(C2)(=O)=O)OC=2C=NC=1C=3C=4NC[C@H](NC(C4SC3C=CC1N2)=O)C 2-chloro-4-{[(15R)-15-methyl-13-oxo-11-thia-3,6,14,17-tetraazatetracyclo[8.8.0.02,7.012,18]octadeca-1(10),2(7),3,5,8,12(18)-hexaen-5-yl]oxy}-5H,7H-6λ6-thieno[3,4-d]pyrimidine-6,6-dione